trimethyl-[2-[[5-(4,4,5,5-tetramethyl-1,3,2-dioxaborolan-2-yl)indazol-1-yl]methoxy]ethyl]silane C[Si](CCOCN1N=CC2=CC(=CC=C12)B1OC(C(O1)(C)C)(C)C)(C)C